N-[[6-(pyridazine-4-carbonyl)-6-azaspiro[2.5]octan-2-yl]methyl]furo[2,3-c]pyridine-2-carboxamide N1=NC=C(C=C1)C(=O)N1CCC2(C(C2)CNC(=O)C2=CC=3C(=CN=CC3)O2)CC1